N1(CCC1)C=CC=O 3-(azetidin-1-yl)prop-2-en-1-one